(5R,8R)-N-(2,4-dichloro-6-(hydroxymethyl)benzyl)-5-fluoro-8-hydroxy-5,6,7,8-tetrahydroquinoline-5-carboxamide ClC1=C(CNC(=O)[C@@]2(C=3C=CC=NC3[C@@H](CC2)O)F)C(=CC(=C1)Cl)CO